methyl 2-((5-(6-((4-chloro-2-fluorobenzyl)oxy)pyridin-2-yl)-5,6-dihydropyrrolo[3,4-c]pyrazol-2(4H)-yl)methyl)-1-(2-methoxyethyl)-1H-benzo[d]imidazole-6-carboxylate ClC1=CC(=C(COC2=CC=CC(=N2)N2CC3=NN(C=C3C2)CC2=NC3=C(N2CCOC)C=C(C=C3)C(=O)OC)C=C1)F